sinapoyl-agmatine C(\C=C\C1=CC(OC)=C(O)C(OC)=C1)(=O)NCCCCNC(N)=N